FC(C=1C=C([C@@H](C)O)C=C(C1)C(F)(F)F)(F)F (R)-3,5-bis(trifluoromethyl)-α-methylbenzyl alcohol